tert-butyl (5-(1-(4-nitrophenyl)-5-oxopyrrolidin-3-yl) pentyl)carbamate [N+](=O)([O-])C1=CC=C(C=C1)N1CC(CC1=O)CCCCCNC(OC(C)(C)C)=O